[C@@H]12NC[C@@H](CC1)[C@H]2N(C(OC(C)(C)C)=O)C Tert-butyl N-[(1R,4R,7R)-2-azabicyclo[2.2.1]heptan-7-yl]-N-methylcarbamate